sulphur pinacol borate B([O-])([O-])OC(C)(C)C(C)(C)O.[S+2]